NC=1N=C(SC1C(C1=CC=CC=C1)=O)N([C@@H](C(=O)N)C)C=1C=NC=CC1 (R)-2-[(4-amino-5-benzoyl-thiazol-2-yl)-(3-pyridinyl)amino]propanamide